C(C)C1(COC1)COCC(COCC1(COC1)CC)O 1,3-bis[(3-ethyloxetan-3-yl)methoxy]-2-propanol